N1CC(CC2=CC=CC=C12)C(=O)O 1,2,3,4-tetrahydroquinoline-3-carboxylic acid